(4-cyanophenyl)-6-((2-hydroxypropyl)amino)isoindoline-2-carbonitrile C(#N)C1=CC=C(C=C1)C1N(CC2=CC=C(C=C12)NCC(C)O)C#N